4-(4',5',6',7'-tetrachloro-3-(dimethylamino)-3'-oxo-10,11-dihydro-3'H-spiro[benzo[7,8]chromeno[3,2-g]quinoline-7,1'-isobenzofuran]-12(9H)-yl)butanoic acid ClC1=C2C(OC3(C2=C(C(=C1Cl)Cl)Cl)C=1C=CC2=C(C1OC1=C3C=C3CCCN(C3=C1)CCCC(=O)O)C=CC(=C2)N(C)C)=O